CS(=O)(=O)C=1C=C(C=CC1)C=1C2=C(N=C(N1)N1[C@@H](CCC1)C#N)CCC2 (S)-1-(4-(3-(methylsulfonyl)phenyl)-6,7-dihydro-5H-cyclopenta[d]pyrimidin-2-yl)pyrrolidine-2-carbonitrile